ClC1=CC=C(C=N1)NC1=NC=CC2=CC(=CC=C12)OCC1OCCC1 N-(6-chloropyridin-3-yl)-6-((tetrahydrofuran-2-yl)methoxy)isoquinolin-1-amine